C(CCCCCCC\C=C/CCCC)(=O)N(CCOP(=O)(O)O)C(CCCCCCC\C=C/CCCC)=O dimyristoleoyl-phosphoethanolamine